Methyl 4-azido-1-(1-methylpyrazol-4-yl)-6-oxo-pyridazine-3-carboxylate N(=[N+]=[N-])C=1C(=NN(C(C1)=O)C=1C=NN(C1)C)C(=O)OC